4-(3,5-difluorophenyl)-6-ethynyl-2-pyrimidinylamine FC=1C=C(C=C(C1)F)C1=NC(=NC(=C1)C#C)N